2-(methoxymethyl)-N-(5,6,7,8-tetrahydronaphthalen-1-yl)-6-({[2-(trifluoromethyl)phenyl]carbonyl}amino)-1H-benzimidazole-4-carboxamide COCC1=NC2=C(N1)C=C(C=C2C(=O)NC2=CC=CC=1CCCCC21)NC(=O)C2=C(C=CC=C2)C(F)(F)F